5,14,17-eicosatrienoic acid C(CCCC=CCCCCCCCC=CCC=CCC)(=O)O